3-((3R,4S)-4-((5-(1-(2,2-difluoroethyl)-1H-benzo[d][1,2,3]triazol-6-yl)-6-fluoro-4-methoxypyrrolo[2,1-f][1,2,4]triazin-2-yl)amino)-3-fluoropiperidin-1-yl)oxetane-3-carbonitrile FC(CN1N=NC2=C1C=C(C=C2)C=2C(=CN1N=C(N=C(C12)OC)N[C@@H]1[C@@H](CN(CC1)C1(COC1)C#N)F)F)F